CON(C([C@@H](C)NC([C@@H](CC1=CC=CC=C1)NC(OCC1=CC=CC=C1)=O)=O)=O)C Benzyl ((R)-1-(((R)-1-(methoxy(methyl)amino)-1-oxopropan-2-yl)amino)-1-oxo-3-phenylpropan-2-yl)carbamate